ethyl-3-((1-isopropyl-1H-pyrazole-5-carboxamido)methyl)-5-(3-methoxybenzyl)-4,5-dihydroisoxazole C(C)C1C(=NOC1CC1=CC(=CC=C1)OC)CNC(=O)C1=CC=NN1C(C)C